6-bromopyrazolo[1,5-a]pyridin-4-yl triflate O(S(=O)(=O)C(F)(F)F)C=1C=2N(C=C(C1)Br)N=CC2